C1(=C(C(=C(C(=C1C(=O)O)C(=O)O)C(=O)O)C(=O)O)C(=O)O)C(=O)O benzenehexa-carboxylic acid